2-acetamido-4-methylamino-fucose C(C)(=O)N[C@](C=O)(O)[C@H](O)[C@](O)([C@@H](O)C)NC